C(C1=CC=CC=C1)N1C[C@@H](N(C[C@H]1CC)C=1C=2N(N(C(C1)=O)C)C=C(N2)C(=O)OCC)CC ethyl 8-((2S,5R)-4-benzyl-2,5-diethylpiperazin-1-yl)-5-methyl-6-oxo-5,6-dihydroimidazo[1,2-b]pyridazine-2-carboxylate